9-Hydroxyimino-6,6-dimethyl-3-pentyl-7,8,10,10a-tetrahydro-6aH-benzo[c]chromen-1-ol ON=C1CC2C(C(OC=3C=C(C=C(C23)O)CCCCC)(C)C)CC1